C(C)OC(=O)C=1C=NN(C1)C1=C(C(=CC=C1)F)[N+](=O)[O-] 1-(3-fluoro-2-nitro-phenyl)pyrazole-4-carboxylic acid ethyl ester